FC1(CC(C1)C=1C=C(C(=O)O)C=CN1)F 2-(3,3-difluorocyclobutyl)isonicotinic acid